(4S,5S)-7-ethyl-4-(4-fluorophenyl)-6-oxo-1-phenyl-5-(3-(trifluoromethyl)benzamido)-4,5,6,7-tetrahydro-1H-pyrazolo[3,4-b]pyridin C(C)N1C2=C([C@@H]([C@@H](C1=O)NC(C1=CC(=CC=C1)C(F)(F)F)=O)C1=CC=C(C=C1)F)C=NN2C2=CC=CC=C2